Bis(2,4-dicumylphenyl)pentaerythritol diphosphit OP(O)OP(O)O.C(C)(C)(C1=CC=CC=C1)C1=C(C=CC(=C1)C(C)(C)C1=CC=CC=C1)C(O)(C(CO)(CO)CO)C1=C(C=C(C=C1)C(C)(C)C1=CC=CC=C1)C(C)(C)C1=CC=CC=C1